2-(benzyl-(2-hydroxyethyl)amino)-1-(thiophen-2-yl)ethan-1-d-1-ol-d C(C1=CC=CC=C1)N(CC(O[2H])([2H])C=1SC=CC1)CCO